tert-butyl 1-((4-bromo-5-fluoropyridin-2-yl)methyl)-6-chloro-2-(2-cyclopentylethyl)-1,2,3,5-tetrahydro-4H-benzo[e][1,4]diazepine-4-carboxylate BrC1=CC(=NC=C1F)CN1C(CN(CC2=C1C=CC=C2Cl)C(=O)OC(C)(C)C)CCC2CCCC2